FC(C(=O)O)(F)F.NCC(CN1N=CN(C1=O)CC=1C=C(C=CC1)C=1C(N(C=CC1)CC)=O)=C(F)F [3-[[1-[2-(aminomethyl)-3,3-difluoro-allyl]-5-oxo-1,2,4-triazol-4-yl]methyl]phenyl]-1-ethyl-pyridin-2-one trifluoroacetate salt